4-amino-N-((3S)-6-(3,6-dihydro-2H-pyran-4-yl)-2,3-dihydro-1-benzofuran-3-yl)-N-methyl-1,3-dihydrofuro[3,4-c]quinoline-8-carboxamide NC1=NC=2C=CC(=CC2C2=C1COC2)C(=O)N(C)[C@@H]2COC1=C2C=CC(=C1)C=1CCOCC1